C(C)(C)(C)C1=C(C=C(C=N1)C=1N=C2SC[C@H](CN2C(C1C#N)=O)CO)F (R)-8-(6-(tert-butyl)-5-fluoropyridin-3-yl)-3-(hydroxymethyl)-6-oxo-3,4-dihydro-2H,6H-pyrimido[2,1-b][1,3]thiazine-7-carbonitrile